tert-Butyl 2-(4-(3-phenyl-5,6-dihydroimidazo[1,2-d]pyrido[3,2-f][1,4]oxazepin-2-yl)benzyl)-2,7-diazaspiro[3.5]nonane-7-carboxylate C1(=CC=CC=C1)C1=C(N=C2N1CCOC1=C2C=CC=N1)C1=CC=C(CN2CC3(C2)CCN(CC3)C(=O)OC(C)(C)C)C=C1